thiodianiline C1=CC=C(C=C1)NSNC2=CC=CC=C2